N1(N=CC=C1)CCN(CC[C@@H](C(=O)O)NC(=O)OC(C)(C)C)CCCCC1=NC=2NCCCC2C=C1 (S)-4-((2-(1H-pyrazol-1-yl)ethyl)(4-(5,6,7,8-tetrahydro-1,8-naphthyridin-2-yl)butyl)amino)-2-((tert-butoxycarbonyl)amino)butanoic acid